2-(1-Cyclobutyl-1H-pyrazol-4-yl)-3-fluoro-5-[({1-[3-fluoro-4-(trifluoromethyl)phenyl]cyclopropyl}carbonyl)amino]benzoic acid C1(CCC1)N1N=CC(=C1)C1=C(C(=O)O)C=C(C=C1F)NC(=O)C1(CC1)C1=CC(=C(C=C1)C(F)(F)F)F